N-(methyldiethoxysilyl-methyl)piperazine C[Si](OCC)(OCC)CN1CCNCC1